tert-butyl (R)-3-(5-(3,4-difluorophenyl)-3-ureidothiophene-2-carboxamido)piperidine-1-carboxylate FC=1C=C(C=CC1F)C1=CC(=C(S1)C(=O)N[C@H]1CN(CCC1)C(=O)OC(C)(C)C)NC(=O)N